isobutyl 4-(((3R,6S)-1-acryloyl-6-methylpiperidin-3-yl)amino)-7H-pyrrolo[2,3-d]pyrimidine-5-carboxylate C(C=C)(=O)N1C[C@@H](CC[C@@H]1C)NC=1C2=C(N=CN1)NC=C2C(=O)OCC(C)C